FC1=C(C(=CC=C1)F)C1=N[C@H](C2=NN=C(N2C=2SC=3CCCCCC3C12)C=1N=NC=CC1)C (7S)-9-(2,6-difluorophenyl)-7-methyl-3-pyridazin-3-yl-18-thia-2,4,5,8-tetraazatetracyclo[8.8.0.02,6.011,17]octadeca-1(10),3,5,8,11(17)-pentaene